O=C[C@@H](O)[C@H](O)[C@@H](O)[C@H](O)CCO 6-deoxy-D-idoheptose